ClC1=CC=C(C=C1)C1=NN=C(C2=CC=CC=C12)N[C@H]1CN(CCC1)C (R)-4-(4-chlorophenyl)-N-(1-methylpiperidin-3-yl)phthalazin-1-amine